OC1=C(C=CC=C1)C1=CC2=C(N=N1)SC(=C2C)C2CCN(CC2)C2=NC=C(C=N2)OC2=NOC(=C2)C(C(=O)OC)C(C)C methyl 2-(3-((2-(4-(3-(2-hydroxyphenyl)-5-methylthieno[2,3-c]pyridazin-6-yl)piperidin-1-yl)pyrimidin-5-yl)oxy)isoxazol-5-yl)-3-methylbutanoate